FC1(CC(CC1)C(C(=O)NC=1SC(=C(N1)C)C)C1=CC=C(C=C1)C=1N=NN(N1)C)F 2-(3,3-Difluorocyclopentyl)-N-(4,5-dimethylthiazol-2-yl)-2-(4-(2-methyl-2H-tetrazol-5-yl)phenyl)acetamide